p-toluoyl-semicarbazide C1(=CC=C(C=C1)C(=O)NNC(=O)N)C